3-(3-fluoroazetidin-1-yl)-7-(tributylstannyl)benzo[4,5]imidazo[1,2-a]pyridine FC1CN(C1)C1=CC=2N(C=C1)C1=C(N2)C=C(C=C1)[Sn](CCCC)(CCCC)CCCC